N-((1S,2S)-2-Aminocyclopentyl)-4-oxo-5-(4-phenoxyphenyl)-4,5-dihydro-3H-1-thia-3,5,8-triazaacenaphthylene-2-carboxamide N[C@@H]1[C@H](CCC1)NC(=O)C=1SC=2N=CC=C3N(C(NC1C23)=O)C2=CC=C(C=C2)OC2=CC=CC=C2